NC1(CCC1)C(=O)NC1=CC(=C(C=C1)OC)OC 1-amino-N-(3,4-dimethoxyphenyl)cyclobutane-1-carboxamide